diacetoxydi-iso-propylsilane C(C)(=O)O[Si](C(C)C)(C(C)C)OC(C)=O